C(C)(C)(C)OC(=O)N1CCN(CC1)C=1C=NC(=C(C1)F)Cl 4-(6-chloro-5-fluoropyridin-3-yl)piperazine-1-carboxylic acid tert-butyl ester